FC1=C(O[C@H]2C[C@]3([C@H](CN(C3)C[C@@H](C=3C=C4C=NN(C4=CC3)C3OCCCC3)O)C2)O)C=CC(=C1)F (3aR,5R,6aS)-5-(2,4-difluorophenoxy)-2-((2R)-2-hydroxy-2-(1-(tetrahydro-2H-pyran-2-yl)-1H-indazol-5-yl)ethyl)hexahydrocyclopenta[c]pyrrol-3a(1H)-ol